C1(CCCCC1)N1[Se]C2=C(C1=O)C=CC=C2 2-cyclohexyl-1,2-benzisoselenazol-3-one